5-(3-bromo-4-fluorophenyl)-2-(cyclopropylmethyl)-1H-pyrrole-3-carboxamide BrC=1C=C(C=CC1F)C1=CC(=C(N1)CC1CC1)C(=O)N